1,2-bis(dimethylphosphanyl)ethane CP(CCP(C)C)C